(+)-tert-butyl 2,2-difluoro-7-(4-(methoxycarbonyl)phenyl)-8-azaspiro[4.5]dec-6-ene-8-carboxylate FC1(CC2(CC1)C=C(N(CC2)C(=O)OC(C)(C)C)C2=CC=C(C=C2)C(=O)OC)F